FC(C1=CC=C(C=C1)CNC(=O)N1[C@H](CCC1)C(=O)NC1=CC=C(C=C1)C1=CC=C(C=C1)C(=O)O)(F)F 4'-{[1-({[4-(trifluoromethyl)phenyl]methyl}carbamoyl)-D-prolyl]amino}[1,1'-biphenyl]-4-carboxylic acid